(2-phenyl-1H-pyrrolo[2,3-b]pyridin-5-yl)-(3-pyridyl)methanone C1(=CC=CC=C1)C1=CC=2C(=NC=C(C2)C(=O)C=2C=NC=CC2)N1